P(OCCCCCCCC)(OCCCCCCCC)([O-])=O PHOSPHORIC ACID, DIOCTYL ESTER